C1(CC1)COC=1C=C(C=CC1OC)C(CC1=NC=CC=C1)=O (2-(3-cyclopropylmethoxy-4-methoxyphenyl)-2-oxoethyl)pyridine